tert-butyl 6-[3-[2-[tert-butyl(dimethyl)silyl]oxy-2-[1-(trifluoromethyl)cyclopropyl]ethoxy]pyrazol-1-yl]-2-chloro-pyridine-3-carboxylate [Si](C)(C)(C(C)(C)C)OC(COC1=NN(C=C1)C1=CC=C(C(=N1)Cl)C(=O)OC(C)(C)C)C1(CC1)C(F)(F)F